benzoyl-Benzoin C(C1=CC=CC=C1)(=O)C1=C(C=CC=C1)C(=O)C(O)C1=CC=CC=C1